N1=CC(=CC=C1)C=1OC2=C(N1)C=CC(=C2)OCC=2C=NC=CC2 2-(Pyridin-3-yl)-6-(pyridin-3-ylmethoxy)-1,3-benzoxazole